(S)-methyl 2-(5-(2-(dimethylamino) ethyl)-3-methyl-2-oxopyrazin-1(2H)-yl)-4-methylpentanoate CN(CCC=1N=C(C(N(C1)[C@H](C(=O)OC)CC(C)C)=O)C)C